2-(4-(methylsulfonyl)piperazin-1-yl)quinazolin-4-amine CS(=O)(=O)N1CCN(CC1)C1=NC2=CC=CC=C2C(=N1)N